3-fluoro-1H-1,2,4-triazole FC1=NNC=N1